N-(5-methoxy-2-(5-(4-(p-tolyl)thiazol-2-yl)-2,5-diazabicyclo[2.2.1]heptane-2-carbonyl)phenyl)thiophene-2-sulfonamide COC=1C=CC(=C(C1)NS(=O)(=O)C=1SC=CC1)C(=O)N1C2CN(C(C1)C2)C=2SC=C(N2)C2=CC=C(C=C2)C